C(C)OC(C(=O)OCC)=N ethyl 2-ethoxy-2-iminoacetate